N1(C=NC=C1)C1C(=C(C(CC1)(C)C)/C=C/C(=C/C=C/C(=C\C(SC1=CC=C(C=C1)O)=O)/C)/C)C (2Z,4E,6E,8E)-S-(4-hydroxyphenyl) 9-(3-(1H-imidazol-1-yl)-2,6,6-trimethylcyclohex-1-en-1-yl)-3,7-dimethylnona-2,4,6,8-tetraenethioate